6-(((1S,4S)-4-aminocyclohexyl)amino)-2-ethyl-4-(trifluoromethyl)pyridazin-3(2H)-one NC1CCC(CC1)NC=1C=C(C(N(N1)CC)=O)C(F)(F)F